CC1=C(CNC([C@H](CCC2=CC=CC=C2)NC(CCCCCC(=O)O)=O)=O)C=C(C=C1)OCCC1CNCCC1 7-(((2S)-1-((2-methyl-5-(2-(piperidin-3-yl)ethoxy)benzyl)amino)-1-oxo-4-phenylbutan-2-yl)amino)-7-oxoheptanoic acid